(R)-4-(3-((5-chloro-2-((3-methyl-1-(1-methylpyrrolidin-3-yl)-1H-pyrazol-4-yl)amino)pyrimidin-4-yl)amino)propyl)-1,4-oxazepan-5-one ClC=1C(=NC(=NC1)NC=1C(=NN(C1)[C@H]1CN(CC1)C)C)NCCCN1CCOCCC1=O